N1C(NCC2=C1C1=C(N=C2)NC=C1)=S 1,3,4,7-tetrahydro-2H-pyrrolo[3',2':5,6]pyrido[4,3-d]pyrimidine-2-thione